4-(4-methoxyphenyl)-3-methyl-3-buten-2-one O-methyloxime CON=C(C)C(=CC1=CC=C(C=C1)OC)C